FC1(NC(C=2C1=NC(=CC2)NC2=NC=C(C(=N2)N[C@H](CO)C2=CC=CC=C2)C2=NC(=NO2)C2=NC=CC=C2)=O)F (S)-7,7-difluoro-2-((4-((2-hydroxy-1-phenylethyl)amino)-5-(3-(pyridin-2-yl)-1,2,4-oxadiazol-5-yl)pyrimidin-2-yl)amino)-6,7-dihydro-5H-pyrrolo[3,4-b]pyridin-5-one